5-[2-[[1-[2-(aminomethyl)-3,3-difluoro-allyl]-5-oxo-1,2,4-triazol-4-yl]methyl]phenyl]-1-ethyl-pyridin-2-one NCC(CN1N=CN(C1=O)CC1=C(C=CC=C1)C=1C=CC(N(C1)CC)=O)=C(F)F